NC1=C(C(=C(C(=O)OC)C(=C1)F)F)I methyl 4-amino-2,6-difluoro-3-iodobenzoate